(S)-N-(2,6-dioxopiperidin-3-yl)-5-(4-formylpiperidin-1-yl)pyridineamide O=C1NC(CC[C@@H]1NC(=O)C1=NC=C(C=C1)N1CCC(CC1)C=O)=O